C1(=CC=CC=C1)N1CCN(CC1)CCCNS(=O)(=O)C1=CC=C(C=C1)C1=CC=CC=C1 N-(3-(4-phenylpiperazin-1-yl)propyl)-[1,1'-biphenyl]-4-sulfonamide